NC1(COC1)C(C)OC1=C2C(=NC=NC2=CC(=C1)C=1C=NN(C1)C)NC=1C(=C2C=CC=NC2=CC1)F 5-(1-(3-aminooxetan-3-yl)ethoxy)-N-(5-fluoroquinolin-6-yl)-7-(1-methyl-1H-pyrazol-4-yl)quinazolin-4-amine